trans-rac-2-phenylcyclopropanamine C1(=CC=CC=C1)[C@H]1[C@@H](C1)N |r|